O1COC2=C1C=CC(=C2)C(=O)Cl 1,3-Benzodioxole-5-carbonyl chloride